4-(2,4,6-triiodophenoxy)bromopentane IC1=C(OC(CCCBr)C)C(=CC(=C1)I)I